C(CCC)C(C(CC(=O)O)=O)CCCC dibutyl-acetoacetic acid